(Z)-4-((5-(4-amino-2-fluorobut-2-en-1-yl)-2,6-dimethyl-5H-pyrrolo[3,2-d]pyrimidin-7-yl)methyl)-N,N-dimethylbenzenesulfonamide dihydrochloride Cl.Cl.NC\C=C(\CN1C(=C(C=2N=C(N=CC21)C)CC2=CC=C(C=C2)S(=O)(=O)N(C)C)C)/F